CC=1OC=CC1SSC1=C(OC=C1)C di(2-methyl-3-furyl) disulfide